2-methyl-N-{3-methyl-5H,6H,7H,8H-[1,2,4]triazolo[4,3-a]pyridin-6-yl}-4-(piperazin-1-yl)indazole-7-carboxamide CN1N=C2C(=CC=C(C2=C1)N1CCNCC1)C(=O)NC1CCC=2N(C1)C(=NN2)C